C(CCCCCCCCCCCCCCCC)(=O)OC1=C(C=CC=C1)I iodophenyl heptadecanoate